C[C@]1(CC[C@@H]2C(=CC[C@@H]3[C@@]2(CC[C@@H](C3(C)C)O)C)C1)C=C The molecule is a pimarane diterpenoid in which the hydrogen at position 3beta has been replaced by a hydroxy group. It has a role as a plant metabolite. It is a pimarane diterpenoid and a secondary alcohol. It derives from a hydride of a 9beta-pimara-7,15-diene.